ClC1=CN=C2C(=N1)N(N=C2C)CC(C)=O 1-(6-chloro-3-methyl-1H-pyrazolo[3,4-b]pyrazin-1-yl)propan-2-one